OB(C1=C(C=C(C(=O)NCC(=O)O)C=C1F)F)O N-(4-dihydroxyboryl-3,5-difluorobenzoyl)glycine